[Cl-].C(C1=CC=CC=C1)CCCCCCCC\C=C/CCCCCCCC[NH3+] Tolueneoleylammonium chloride